(S)-5-chloro-4-((1-(2-chlorophenyl)ethyl)amino)-N-(2,4-dimethoxybenzyl)-2-fluoro-N-(2-(trifluoromethyl)pyrimidin-4-yl)benzenesulfonamide ClC=1C(=CC(=C(C1)S(=O)(=O)N(C1=NC(=NC=C1)C(F)(F)F)CC1=C(C=C(C=C1)OC)OC)F)N[C@@H](C)C1=C(C=CC=C1)Cl